4-(2-hydroxyethyl)thiomorpholine-1,1-dioxide OCCN1CCS(CC1)(=O)=O